NCC(CN)(CN)C 2-(aminomethyl)-2-methyl-1,3-propandiamine